C(CCC)(=O)N1CCN(CC1)C1=CC=C(C=N1)C=1C=2N(C=C(C1)C=1C=NN(C1)C)N=CC2C#N 4-(6-(4-butyrylpiperazin-1-yl)pyridin-3-yl)-6-(1-methyl-1H-pyrazol-4-yl)pyrazolo[1,5-a]pyridine-3-carbonitrile